FC(C(=O)O)(F)F.FC(C(=O)O)(F)F.CS(=O)(=O)N1CCN(CC1)C1=CC=C(CNC(C(=O)N)CCC2=CC=CC=C2)C=C1 2-((4-(4-(methylsulfonyl)piperazin-1-yl)benzyl)amino)-4-phenylbutanamide di-trifluoroacetate